N-(2-ethoxyphenyl)-N'-(4-ethylphenyl)-ethylenediamine C(C)OC1=C(C=CC=C1)NCCNC1=CC=C(C=C1)CC